2-chloro-N,N-dimethylethan-1-amine hydrochloride Cl.ClCCN(C)C